N1C[C@@H](CC1)NC(=O)C1=CC=C(C=C1)C1=NC2=C(N1)C=CC=C2C(=O)N (R)-2-(4-(pyrrolidin-3-ylcarbamoyl)phenyl)-1H-benzo[d]imidazole-4-carboxamide